O[C@H]1[C@@H](COC1)OC1=NN(C=C1NC=O)C([2H])([2H])[2H] N-(3-(((3r,4r)-4-hydroxytetrahydrofuran-3-yl)oxy)-1-(methyl-d3)-1H-pyrazol-4-yl)carboxamide